3-(1-(tetrahydro-2H-pyran-2-yl)4H-pyrazol-4-yl)imidazo[1,2-a]pyrimidine-7-carboxylic acid O1C(CCCC1)N1N=CC(C1)C1=CN=C2N1C=CC(=N2)C(=O)O